COC1=C(C=C(C=C1)[C@@H](C)NC(C1=C(C=CC(=C1)N1CCN(CC1)C)C)=O)C1CCNCC1 N-[(1R)-1-[4-Methoxy-3-(4-piperidyl)phenyl]ethyl]-2-methyl-5-(4-methylpiperazin-1-yl)benzamide